4-{[3-benzyl-5-(2-isobutyramidobenzo[d]thiazol-6-yl)-1H-pyrazol-1-yl]methyl}-N-hydroxybenzamide C(C1=CC=CC=C1)C1=NN(C(=C1)C1=CC2=C(N=C(S2)NC(C(C)C)=O)C=C1)CC1=CC=C(C(=O)NO)C=C1